2,4-di-tert-butyl-6-methoxyphenylboronic acid C(C)(C)(C)C1=C(C(=CC(=C1)C(C)(C)C)OC)B(O)O